1-(3-methylpyridin-2-yl)-3,3-bis(methylsulfanyl)prop-2-en-1-one sodium ((hydroxymethyl)amino)acetate OCNCC(=O)[O-].[Na+].CC=1C(=NC=CC1)C(C=C(SC)SC)=O